dimethyl-6,6-dimethyl-2,4-dioxo-3-azabicyclo[3.1.0]hexane-1,5-dicarboxylic acid COC(=O)C12C(NC(C2(C1(C)C)C(=O)OC)=O)=O